C(CCCCCCCCCCC)C1=CC=C(C=C1)Br p-dodecyl-bromobenzene